ClCC(=O)N([C@H](COC)C)C1=CC=CC(=C1C)CC 2-chloro-N-(2-ethyl-6-tolyl)-N-[(1S)-2-methoxy-1-methylethyl]acetamide